3-(trifluoromethyl)-2,3-dihydro-1H-indole-1-carboxamide FC(C1CN(C2=CC=CC=C12)C(=O)N)(F)F